O=C1SC(C(N1)=O)=CC1=CC=C(OC2CCN(CC2)C(=O)NC2=CC=C(C=C2)OC(F)(F)F)C=C1 4-{4-[(2,4-dioxothiazolidin-5-ylidene)methyl]phenoxy}-N-[4-(trifluoromethoxy)phenyl]piperidin-1-carboxamide